N[C@@]1([C@@H](CCCC1)O)C=1SC=CC1 (1R,2S)-2-amino-2-(2-thienyl)cyclohexane-1-ol